C(C)C1=CC=C(OC2=NC=C(C=N2)C2(C(NC(NC2=O)=O)=O)N2CCC3(CN(C3)CCO)CC2)C=C1 5-[2-(4-ethylphenoxy)pyrimidin-5-yl]-5-[2-(2-hydroxyethyl)-2,7-diazaspiro[3.5]nonan-7-yl]hexahydropyrimidine-2,4,6-trione